C(=CC)N1CCN(CC1)C1=CC=C(C=C1)C=1C=2N(C=C(C1)C=1C=NN(C1)S(=O)(=O)C1CC1)N=CC2C#N 4-(4-(4-propenylpiperazin-1-yl)phenyl)-6-(1-(cyclopropylsulfonyl)-1H-pyrazol-4-yl)pyrazolo[1,5-a]pyridine-3-carbonitrile